ClC1=CC=C(C=C1)C1=N[C@H](C=2N(C3=C1C(=C(S3)C)C)C(=NN2)C)CC(=O)NCCOCCOCCNC2=NC=CC=C2C=2C=C3CC(NC3=CC2)=O (S)-2-(4-(4-chlorophenyl)-2,3,9-trimethyl-6H-thieno[3,2-f][1,2,4]triazolo[4,3-a][1,4]diazepin-6-yl)-N-(2-(2-(2-((3-(2-oxoindolin-5-yl)pyridin-2-yl)amino)ethoxy)ethoxy)ethyl)acetamide